5-bromo-6-chloro-2-methyl-2,3-dihydro-1H-inden-2-amine BrC=1C=C2CC(CC2=CC1Cl)(N)C